(8S,9aS)-3-bromo-8-hydroxy-8,9,9a,10-tetrahydro-5H,7H-pyrido[3,2-f]pyrrolo[2,1-c][1,4]oxazepin-7-one BrC1=CC=2CN3[C@H](COC2N=C1)C[C@@H](C3=O)O